N1(CCCCC1)C1CCN(CC1)C(=O)[O-] [1,4'-bipiperidine]-1'-carboxylate